C(C1CO1)N([C@@H](COP(=O)(O)O)C(=O)O)CC1CO1 diglycidyl-phosphoserine